C1(CC1)N1CCN(CC1)CC1CSC=2C(=C(C=C3C=NC(N1C23)=O)C(F)(F)F)C2=CC=C(C=C2)F 3-((4-cyclopropylpiperazin-1-yl)methyl)-10-(4-fluorophenyl)-9-(trifluoromethyl)-2,3-dihydro-5H-[1,4]thiazino[2,3,4-ij]quinazolin-5-one